3-amino-N-{2-[3-amino-4-(difluoromethyl)pyrrolidin-1-yl]-5,6,7,8-tetrahydroquinolin-6-yl}-4,6-dimethylthieno[2,3-b]pyridine-2-carboxamide NC1=C(SC2=NC(=CC(=C21)C)C)C(=O)NC2CC=1C=CC(=NC1CC2)N2CC(C(C2)C(F)F)N